CN(C(OC1=CC=C2C=CC(OC2=C1)=O)=O)C 2-oxo-2H-chromen-7-yl dimethylcarbamate